ClC1=C(C=CC=C1)N1C(C(=C(C2=CC=C(N=C12)C(F)(F)F)NC)C#N)=O (2-chlorophenyl)-4-(methylamino)-2-oxo-7-(trifluoromethyl)-1,2-dihydro-1,8-naphthyridine-3-carbonitrile